rac-N-(3-((2R,4R)-2,4-dimethylpiperidine-1-carbonyl)-5-hydroxy-4,5,6,7-tetrahydrobenzo[b]thiophen-2-yl)nicotinamide C[C@H]1N(CC[C@H](C1)C)C(=O)C=1C2=C(SC1NC(C1=CN=CC=C1)=O)CC[C@H](C2)O |&1:26|